((dimethylamino)methylene)-5-phenylcyclohexane-1,3-dione CN(C)C=C1C(CC(CC1=O)C1=CC=CC=C1)=O